t-pentanethiol C(C)(C)(CC)S